tetradecene CCCCCCCCCCCCC=C